trans-3,3-dichloropropene ClC(C=C)Cl